CC=1C=C(C=C(C1)C)C1=C(C(=C2C=CC=CC2=C1)C1=CC(=CC2=CC=CC=C12)C1=CC(=CC(=C1)C)C)O (S)-3,3'-bis(3,5-dimethyl-phenyl)-1,1'-binaphthol